NC1=CC=2C=3N(C=NC2N1C1=C(C(=CC=C1C)O)C)C=CN3 8-amino-7-(3-hydroxy-2,6-dimethylphenyl)-7H-imidazo[1,2-c]pyrrolo[3,2-e]pyrimidine